methyl 2-[4-(difluoromethoxy)phenyl]-6-methyl-pyridine-4-carboxylate FC(OC1=CC=C(C=C1)C1=NC(=CC(=C1)C(=O)OC)C)F